S1C(=NN=C1)NC(=O)C=1C=NC=CC1 N-1,3,4-Thiadiazol-2-yl-3-pyridinecarboxamide